N1(CC1)C(C(=O)[O-])=C aziridinylacrylate